5-((3-fluorophenyl)(methoxy)methyl)thiazol-2-amine FC=1C=C(C=CC1)C(C1=CN=C(S1)N)OC